4-(5-(3-(2-(3-carboxypropanoyl)-6-methoxybenzo[b]thiophen-5-yl)propoxy)-6-methoxybenzo[d]thiazol-2-yl)-4-oxobutanoic acid C(=O)(O)CCC(=O)C1=CC2=C(S1)C=C(C(=C2)CCCOC=2C(=CC1=C(N=C(S1)C(CCC(=O)O)=O)C2)OC)OC